(R)-2-((1-(2-(4,4-dimethylpiperidin-1-yl)-6-methyl-4-oxo-4H-chromen-8-yl)ethyl)amino)-6,7-dihydro-5H-pyrrolo[1,2-a]imidazole-3-carboxylic acid CC1(CCN(CC1)C=1OC2=C(C=C(C=C2C(C1)=O)C)[C@@H](C)NC=1N=C2N(C1C(=O)O)CCC2)C